1-(8-bromo-1,1-dioxido-2,3-dihydrobenzo[f][1,4]thiazepin-4(5H)-yl)ethan-1-one BrC1=CC2=C(CN(CCS2(=O)=O)C(C)=O)C=C1